tert-butyl 4-(4-cyano-3-(piperidin-1-yl)-5,6,7,8-tetrahydro-2,6-naphthyridin-1-yl)piperazine-1-carboxylate C(#N)C1=C(N=C(C=2CCNCC12)N1CCN(CC1)C(=O)OC(C)(C)C)N1CCCCC1